ClC1=CC(=C(C(=C1)C)NC(=O)C1=CC(=NN1C1=NC=CC=C1Cl)OCF)C(=O)NC(C)(C)C N-[4-Chloro-2-[[(1,1-dimethyl-ethyl)amino]carbonyl]-6-methylphenyl]-1-(3-chloro-2-pyridinyl)-3-(fluoromethoxy)-1H-pyrazole-5-carboxamide